BrCCC=1N=C2N(C=CC(=C2)C2=C(C=C(C(=C2Cl)Cl)Cl)O)C1 2-(2-(2-bromoethyl)imidazo[1,2-a]pyridin-7-yl)-3,4,5-trichlorophenol